Furanoate O1C(=CC=C1)C(=O)[O-]